C(C)OC(=O)C1=C(C=C(C=2N=COC21)C2=CC=C(C=C2)OC(F)(F)F)CBr ethyl-6-(bromomethyl)-4-(4-(trifluoromethoxy)phenyl)benzo[d]oxazole-7-carboxylate